(R)-N-(4-(4-carbamoyl-5-((6-(trifluoromethyl)pyridin-2-yl)amino)-1H-pyrazol-3-yl)phenyl)-3-(4-fluorophenyl)piperidine-1-carboxamide C(N)(=O)C=1C(=NNC1NC1=NC(=CC=C1)C(F)(F)F)C1=CC=C(C=C1)NC(=O)N1C[C@H](CCC1)C1=CC=C(C=C1)F